tert-Butyl 3-(4-(2-ethoxy-1,1-difluoro-2-oxoethoxy)-7-(1H-pyrazol-1-yl)benzo[d]oxazol-2-yl)-3,6-diazabicyclo[3.1.1]heptane-6-carboxylate C(C)OC(C(OC1=CC=C(C2=C1N=C(O2)N2CC1N(C(C2)C1)C(=O)OC(C)(C)C)N1N=CC=C1)(F)F)=O